CC1(OCC(O1)CN1CC(N(C2=C(C1=O)NC(=N2)OC2=CC(=CC=C2)OC(F)(F)F)C)=O)C 7-[(2,2-dimethyl-1,3-dioxolan-4-yl)methyl]-4-methyl-2-[3-(trifluoromethoxy)phenoxy]-1H,4H,5H,6H,7H,8H-imidazo[4,5-e][1,4]diazepine-5,8-dione